C(C)(C)(C)OC(NC1=NC=C(C2=CC=CC=C12)N1N=CC(=C1C(F)(F)F)C(NC=1C=NC(=C(C1)C#N)N1N=CC=N1)=O)=O tert-butyl(4-(4-((5-cyano-6-(2H-1,2,3-triazol-2-yl)pyridin-3-yl)carbamoyl)-5-(trifluoromethyl)-1H-pyrazol-1-yl)isoquinolin-1-yl)carbamate